di-n-butyl ditelluride C(CCC)[Te][Te]CCCC